C(#N)C1=NC2=CC(=CC(=C2N=C1N1CC2(C1)CC1(CCC1)C2)[C@@H](C)NC2=C(C(=O)O)C=CC=C2)C (R)-2-((1-(2-cyano-3-(2-azadispiro[3.1.36.14]decan-2-yl)-7-methylquinoxalin-5-yl)ethyl)amino)benzoic acid